4-amino-8-(5-chloropyrimidin-4-yl)-7-fluoro-N-propylisoquinoline-3-carboxamide NC1=C(N=CC2=C(C(=CC=C12)F)C1=NC=NC=C1Cl)C(=O)NCCC